(3R,5R,8R,9R,10S,13S,14S,17R)-17-((2S,3S)-3-hydroxy-4-methoxybutan-2-yl)-3,13-dimethylhexadecahydro-1H-cyclopenta[a]phenanthren-3-ol O[C@@H]([C@@H](C)[C@H]1CC[C@H]2[C@@H]3CC[C@@H]4C[C@@](CC[C@@H]4[C@H]3CC[C@]12C)(O)C)COC